FC1=CC(=C(C=C1)C1=CC=C(O1)C=C1C(NC(S1)=O)=O)O ((5-(4-fluoro-2-hydroxy-phenyl)-furan-2-yl)-meth-ylidene)-thiazolidine-2,4-dion